tert-butyl (2S)-4-(7-(8-chloro-7-fluoronaphthalen-1-yl)-2-((1,2-dimethylpyrrolidin-2-yl)methoxy)-5,6,7,8-tetrahydropyrido[3,4-d]pyrimidin-4-yl)-2-(cyanomethyl)piperazine-1-carboxylate ClC=1C(=CC=C2C=CC=C(C12)N1CC=2N=C(N=C(C2CC1)N1C[C@@H](N(CC1)C(=O)OC(C)(C)C)CC#N)OCC1(N(CCC1)C)C)F